(3-ethoxycarbonyl-2,5-dihydroxyphenylmethyl)amine C(C)OC(=O)C=1C(=C(C=C(C1)O)CN)O